BrC=1C=C2C=C(NC2=CC1)CN (5-bromo-1H-indol-2-yl)methylamine